C(#N)C=1C=C(C=CC1)C=1N=C(SC1C1=CC(=NC(=C1)C)C)NC(=O)N1CC(CC1)S(N)(=O)=O N-[4-(3-cyanophenyl)-5-(2,6-dimethyl-4-pyridyl)thiazol-2-yl]-3-sulfamoyl-pyrrolidine-1-carboxamide